C(C)(C)(C)OC(=O)N1CC(N(CC1)C)C(=O)O 4-(tert-butoxycarbonyl)-1-methylpiperazine-2-carboxylic acid